8-fluoro-2-trifluoromethyl-2H-benzopyran-3-carboxylic acid FC1=CC=CC=2C=C(C(OC21)C(F)(F)F)C(=O)O